[NH4+].OO hydrogen peroxide, ammonium salt